Rac-6-(4-ethyl-3-(hydroxymethyl)-5-oxo-4,5-dihydro-1H-1,2,4-triazol-1-yl)-7-fluoro-2-(o-tolyl)-4-(1,1,1-trifluoropropan-2-yl)isoquinolin-1(2H)-one C(C)N1C(=NN(C1=O)C=1C=C2C(=CN(C(C2=CC1F)=O)C1=C(C=CC=C1)C)[C@H](C(F)(F)F)C)CO |r|